2-(tert-butoxycarbonylamino)-5-oxo-pentanoate C(C)(C)(C)OC(=O)NC(C(=O)[O-])CCC=O